(3-Methacryloxypropyl)methyldiethoxysilan C(C(=C)C)(=O)OCCC[Si](OCC)(OCC)C